OC1=C(C=O)C=CC(=C1)OCCN1CCCCC1 2-hydroxy-4-(2-(piperidine-1-yl)ethoxy)benzaldehyde